3-[7-bromo-2-[[1-[(dimethylamino)methyl]cyclopropyl]methoxy]-8-fluoro-quinazolin-4-yl]-3,8-diazabicyclo[3.2.1]octane-8-carboxylic acid tert-butyl ester C(C)(C)(C)OC(=O)N1C2CN(CC1CC2)C2=NC(=NC1=C(C(=CC=C21)Br)F)OCC2(CC2)CN(C)C